ClC=1C=NN(C1)CC(=O)NC=1N=CC2=CC(=C(C=C2C1)C1CCN(CC1)C1(COCC1O)C)Cl 2-(4-chloro-1H-pyrazol-1-yl)-N-(7-chloro-6-(1-(4-hydroxy-3-methyltetrahydrofuran-3-yl)piperidin-4-yl)isoquinolin-3-yl)acetamide